O-ethyl-isourea hydrogen sulfate S(=O)(=O)(O)O.C(C)OC(N)=N